NC1=NC=2C=C(C=CC2C2=C1COC2)CN(C(=O)C=2C=NC(=CC2)C(F)(F)F)C2=CC=CC=1CCS(C12)(=O)=O N-({4-amino-1H,3H-furo[3,4-c]quinolin-7-yl}methyl)-N-(1,1-dioxo-2,3-dihydro-1λ6-benzothiophen-7-yl)-6-(trifluoromethyl)pyridine-3-carboxamide